3-[5-(2-Ethyl-1H-Imidazol-1-Yl)-2-[(5-Methyl-1H-1,2,4-Triazol-3-Yl)Amino]-1,3-Thiazol-4-Yl]Benzonitrile C(C)C=1N(C=CN1)C1=C(N=C(S1)NC1=NNC(=N1)C)C=1C=C(C#N)C=CC1